OC1=C(C=CC(=C1)OC)C(=CC)O 1-(2-hydroxy-4-methoxy-phenyl)-1-propenol